1,1,3,3-tetrachloro-1,3-dimethyl-2-cyclohexyldisilazane Cl[Si](N([Si](C)(Cl)Cl)C1CCCCC1)(C)Cl